OC1=C(C=CC(=C1)O)N1CN=CN=C1 3-(2,4-dihydroxyphenyl)-1,3,5-triazine